C(C)(C)(C)[C@H]1N2C(C=3N(N=C4C(=CC=CC34)OCCCCCCCC(OCCC)=O)C1)=CC(C(=C2)C(=O)O)=O (R)-6-(tert-butyl)-2-oxo-10-((8-oxo-8-propoxyoctyl)oxy)-6,7-dihydro-2H-pyrido[2',1':3,4]pyrazino[1,2-b]indazole-3-carboxylic Acid